C(CCCCCCCCC)OC(C1=CC=C(C(=O)OCCCCCCCCCC)C=C1)=O Di-(n-decyl)-terephthalat